O=C1CC2(C3=CC=CC=C13)CCC1=CC=CC=C12 3-oxo-1,1'-spirobiindan